CC(C)NC(=O)C=1C2=CN(N=C2C=CC1)C=1C=NC=CC1 N-(1-meth-ylethyl)-2-(3-pyridinyl)-2H-indazole-4-carboxamide